tricyclo[5.2.1.02,6]decane-2-carboxylate C12C3(CCCC3C(CC1)C2)C(=O)[O-]